FC(C1=C(C=CC(=C1)C(F)(F)F)C1C(NC2=C(CC1)C=C(C=C2)F)=O)(F)F 3-[2,4-bis(trifluoromethyl)phenyl]-7-fluoro-2,3,4,5-tetrahydro-1H-1-benzazepine-2-One